1-morpholinocyclopropane-carboxylic acid O1CCN(CC1)C1(CC1)C(=O)O